1,2-dilinoleyloxy-3-dimethylaminopropane [(6S,7R,8R)-8-benzyl-3-[(3-hydroxy-4-methoxy-pyridine-2-carbonyl)amino]-6-methyl-4,9-dioxo-1,5-dioxonan-7-yl]2-methylpropanoate C(C1=CC=CC=C1)[C@@H]1[C@H]([C@@H](OC(C(COC1=O)NC(=O)C1=NC=CC(=C1O)OC)=O)C)OC(C(C)C)=O.C(CCCCCCC\C=C/C\C=C/CCCCC)OCC(CN(C)C)OCCCCCCCC\C=C/C\C=C/CCCCC